C(C)(=O)O[C@@H]1[C@H](O[C@H]([C@@H]1OC(C)=O)N1N=NC2=C1N=C(N=C2NC2CCCC2)Cl)COC(COC(C)=O)P(=O)(OCC)OCC (2R,3R,4R,5R)-2-((2-Acetoxy-1-(diethoxyphosphoryl)ethoxy)methyl)-5-(5-chloro-7-(cyclopentylamino)-3H-[1,2,3]triazolo[4,5-d]pyrimidin-3-yl)tetrahydrofuran-3,4-diyl diacetate